(R)-5-(5-((1R,4R,7R)-7-amino-2-azabicyclo[2.2.1]heptane-2-carbonyl)-7-fluoro-1-methyl-1H-benzo[d]imidazol-2-yl)-3-cyclopropyl-2,3-dihydro-1H-pyrrolo[1,2,3-de]quinoxaline-8-carbonitrile N[C@H]1[C@@H]2N(C[C@H]1CC2)C(=O)C2=CC1=C(N(C(=N1)C1=CC=3C=4N1[C@@H](CNC4C=C(C3)C#N)C3CC3)C)C(=C2)F